C(C)(C)(C)OC(=O)N1C[C@H](CC1)[C@@H](C(=O)O)CC1=CC(=NC=C1)Cl (2S)-2-[(3R)-1-tert-Butoxycarbonylpyrrolidin-3-yl]-3-(2-chloro-4-pyridyl)propanoic acid